CC1=C(C=C(C=C1)C)C(C(C)=O)C(C)C 3-(2,5-dimethylphenyl)-4-methylpentan-2-one